N1(CCCC1)C(CCCSC=1NC2=CC=CC=C2CN1)C 2-((4-(pyrrolidin-1-yl)pentyl)thio)-1,4-dihydroquinazoline